N,N'-dimethyl-N,N'-di(2-chloroacetyl) ethylenediamine dimethyl 6-[benzyloxycarbonyl-[(1-methyl-4-piperidyl)methyl]amino]undecanedioate C(C1=CC=CC=C1)OC(=O)N(C(CCCCC(=O)OC)CCCCC(=O)OC)CC1CCN(CC1)C.CN(CCN(C(CCl)=O)C)C(CCl)=O